C(C)(C)(C)NS(=O)(=O)C=1SC(=CC1C1=CC(=C(C=C1)CN1C(=NC=C1)C)C)CC(C)C N-(tert-butyl)-5-isobutyl-3-(3-Methyl-4-((2-methyl-1H-imidazol-1-yl)methyl)phenyl)thiophene-2-sulfonamide